allylvinylacetylene C(C=C)C=CC#C